NC1=NC=C(C=2C1=CN(N2)C2OCCCC2)NC(=O)C(=O)N(C(C)C2=C(C=C(C=C2)C(F)(F)F)F)CC N-(4-Amino-2-tetrahydropyran-2-yl-pyrazolo[4,3-c]pyridin-7-yl)-N'-ethyl-N'-[1-[2-fluoro-4-(trifluoromethyl)phenyl]ethyl]oxamide